CNS(=O)(=O)C1=CC=C(CC#C)C=C1 n-methyl-ethynyl-p-toluenesulfonamide